5-[2-(Benzylsulfanyl)-4-nitrophenyl]-3-methyl-1,2,4-oxadiazole C(C1=CC=CC=C1)SC1=C(C=CC(=C1)[N+](=O)[O-])C1=NC(=NO1)C